3-[[[(t-butyl)thio]methyl]thio]succinic acid C(C)(C)(C)SCSC(CC(=O)O)C(=O)O